(2,4-dichlorophenyl)-4-(1-methyl-1H-indol-3-yl)-1H-pyrrole-2,5-dione ClC1=C(C=CC(=C1)Cl)N1C(C=C(C1=O)C1=CN(C2=CC=CC=C12)C)=O